4-((2S,5R)-4-((4-fluorophenyl)(3-(trifluoromethyl)bicyclo[1.1.1]pentan-1-yl)methyl)-2,5-dimethylpiperazin-1-yl)-1-methyl-2-oxo-1,2-dihydropyrido[3,2-d]pyrimidine-6-carbonitrile FC1=CC=C(C=C1)C(N1C[C@@H](N(C[C@H]1C)C=1C2=C(N(C(N1)=O)C)C=CC(=N2)C#N)C)C21CC(C2)(C1)C(F)(F)F